C(C)(C)(C)OC(=O)N1C(CCCC1)N1CC2=C(C3=C(N=CN=C3N)N2CC1)Br (4-amino-5-bromo-8,9-dihydropyrazino[1',2':1,5]pyrrolo[2,3-d]pyrimidin-7(6H)-yl)piperidine-1-carboxylic acid tert-butyl ester